O1CCN(CC1)C=1SC=C(N1)C1=CC=C(OCCCCCCCCC(=O)O)C=C1 9-(4-(2-morpholinothiazol-4-yl)phenoxy)nonanoic acid